3-[5-(6-methoxypyridin-2-yl)-1-oxo-2,3-dihydro-1H-isoindol-2-yl]piperidine-2,6-dione COC1=CC=CC(=N1)C=1C=C2CN(C(C2=CC1)=O)C1C(NC(CC1)=O)=O